isopropyl 4-chlorophenyl (((4R,5R,7S,8R)-5-(2,4-dioxo-3,4-dihydropyrimidin-1(2H)-yl)-7-fluoro-8-hydroxy-6-oxa-1-thiaspiro[3.4]oct-7-yl) methyl) phosphate P(=O)(OC(C)C)(OC1=CC=C(C=C1)Cl)OC[C@]1(O[C@H]([C@@]2(CCS2)[C@@H]1O)N1C(NC(C=C1)=O)=O)F